C(#N)C=1C(=CC(=NC1N1[C@H](CC1)C)N1C[C@@H]2C([C@@H]2C1)[C@H](C(=O)OCC)C)C(F)(F)F Ethyl (R)-2-((1R,5S,6R)-3-(5-cyano-6-((S)-2-methylazetidine-1-yl)-4-(trifluoromethyl)pyridin-2-yl)-3-azabicyclo[3.1.0]hexan-6-yl)propionate